2-methylimidazo[1,2-b]pyridazine-3-carboxylic acid CC=1N=C2N(N=CC=C2)C1C(=O)O